OCC12CC(C1)(C2)NC(OC(C)(C)C)=O tert-butyl N-[3-(hydroxymethyl)-1-bicyclo[1.1.1]pentanyl]carbamate